C(C)N(C1=CC(=CC=C1)C)CC(CO)O N-ethyl-N-(2,3-dihydroxy)propyl-meta-toluidine